C1C(CC12CCC2)C2=CC=C(C=N2)C2CN(C2)C(=O)OC(C)(C)C tert-Butyl 3-(6-spiro[3.3]heptan-2-yl-3-pyridyl)azetidine-1-carboxylate